ON=C1C(N(C(N(C1=O)C)=O)C)=O 5-(hydroxyimino)1,3-dimethylpyrimidine-2,4,6(1h,3h,5h)-trione